C(C=C)C1(C(CC2=C(C=CC(=C12)I)OC1=C(C#N)C=C(C=C1)F)(F)F)O ((1-allyl-2,2-difluoro-1-hydroxy-7-iodo-2,3-dihydro-1H-inden-4-yl)oxy)-5-fluorobenzonitrile